C(C)(=O)O[C@@H]1[C@H]([C@H]2OC(OC[C@H]2O[C@H]1C(=O)OC)C1=CC=CC=C1)N1N=NC(=C1)C1=C(C(=C(C=C1)Br)F)F methyl (4aR,6R,7R,8S,8aR)-7-acetoxy-8-(4-(4-bromo-2,3-difluorophenyl)-1H-1,2,3-triazol-1-yl)-2-phenylhexahydropyrano[3,2-d][1,3]dioxine-6-carboxylate